2-(2-(2-amino-2-oxoethoxy)-4-fluorophenoxy)-4-cyclopropyl-N-(2-oxo-1,2-dihydropyridin-4-yl)-5-(trifluoromethyl)benzamide NC(COC1=C(OC2=C(C(=O)NC3=CC(NC=C3)=O)C=C(C(=C2)C2CC2)C(F)(F)F)C=CC(=C1)F)=O